COC1=C(CNC2=C(C=CC=C2[N+](=O)[O-])C)C=CC=C1 N-(2-methoxybenzyl)-2-methyl-6-nitroaniline